3,4-Difluoro-2-(2-fluoro-4-iodo-phenylamino)-benzoic acid FC=1C(=C(C(=O)O)C=CC1F)NC1=C(C=C(C=C1)I)F